CC(C)(/C(=C/C(C(C)(C)C)=O)/O[Ru](O\C(=C/C(C(C)C)=O)\C(C)(C)C)O\C(\C(C)(C)C)=C/C(C(C)(C)C)=O)C (4Z)-5-{[bis({[(3Z)-2,2,6,6-tetramethyl-5-oxohept-3-en-3-yl]oxy})ruthenio]oxy}-2,6,6-trimethylhept-4-en-3-one